5-Methyl-benzo[d]isoxazol-3-amine CC=1C=CC2=C(C(=NO2)N)C1